CN1C(C2=C(C(=C1)B1OC(C(O1)(C)C)(C)C)C=CN2S(=O)(=O)C2=CC=C(C)C=C2)=O 6-Methyl-4-(4,4,5,5-tetramethyl-[1,3,2]dioxaborolan-2-yl)-1-(toluene-4-sulfonyl)-1,6-dihydro-pyrrolo[2,3-c]pyridin-7-one